COC1=C2C(NC(=NC2=CC(=C1)OC)C1=CC=C(C=C1)N1CCC(CC1)N(C(C)=O)C(C)C)=O N-(1-(4-(5,7-dimethoxy-4-oxo-3,4-dihydroquinazolin-2-yl)phenyl)piperidin-4-yl)-N-isopropylacetamide